phosphoric acid triethanoate C(C)(=O)O.C(C)(=O)O.C(C)(=O)O.P(O)(O)(O)=O